N-(3-ethoxypropylsilyl)-4-hydroxybutyramide C(C)OCCC[SiH2]NC(CCCO)=O